CC=1C2=C(N=C(N1)C)C=NC=N2 dimethylpyrimido[5,4-d]pyrimidine